C(C)(C)(C)OC(=O)N1CC(N(CC1)C1=NC=CC(=C1)B(O)O)=O (2-(4-(tert-Butoxycarbonyl)-2-oxopiperazin-1-yl)pyridin-4-yl)boronic acid